N-(4-fluoro-3-methylphenyl)-1,2,4-trimethyl-5-(2-((1-methylcyclohex-3-en-1-yl)amino)-2-oxoacetyl)-1H-pyrrole-3-carboxamide FC1=C(C=C(C=C1)NC(=O)C1=C(N(C(=C1C)C(C(=O)NC1(CC=CCC1)C)=O)C)C)C